tributyl-(5-cyclopropylthiophen-2-yl)stannane C(CCC)[Sn](C=1SC(=CC1)C1CC1)(CCCC)CCCC